CN(C)CC=1SC(=C(N1)C(F)(F)F)C1=NC(=NC=C1F)NC1CC(N(CC1)C(=O)OC(C)(C)C)C tert-butyl 4-[[4-[2-[(dimethylamino) methyl]-4-(trifluoromethyl) thiazol-5-yl]-5-fluoro-pyrimidin-2-yl] amino]-2-methyl-piperidine-1-carboxylate